N1CC(CCC1)C(=O)OCC Ethyl piperidine-3-carboxylate